5-{[(1S)-1-[6-chloro-7-(cyclopropylmethoxy)-2-oxo-1,2-dihydroquinolin-3-yl]ethyl]amino}-1-methyl-6-oxo-1,6-dihydropyridine-2-carbonitrile ClC=1C=C2C=C(C(NC2=CC1OCC1CC1)=O)[C@H](C)NC1=CC=C(N(C1=O)C)C#N